C1(=CC=CC=2OC3=C(C21)C=CC=C3)C(=O)[O-] dibenzofuranAt